[3-Hydroxy-4-(3-phenylprop-2-enoyl)phenyl] benzoate C(C1=CC=CC=C1)(=O)OC1=CC(=C(C=C1)C(C=CC1=CC=CC=C1)=O)O